8-Cyclopropyl-N-[(2R)-1,4-dioxan-2-ylmethyl]-2-(pyridin-2-ylmethyl)-4,5-dihydro-2H-furo[2,3-g]indazole-7-carboxamide C1(CC1)C1=C(OC=2CCC3=CN(N=C3C21)CC2=NC=CC=C2)C(=O)NC[C@H]2OCCOC2